ClC1=CC(=C(N=N1)NC1C[C@@H]2[C@@H](CN(C2)C(=O)C2CCOCC2)C1)OC ((3aR,5s,6aS)-5-((6-chloro-4-methoxypyridazin-3-yl)amino)hexahydrocyclopenta[c]pyrrol-2(1H)-yl)(tetrahydro-2H-pyran-4-yl)methanone